6-fluoro-8-(4-phenoxyphenyl)-3,4-dihydrobenzo[e][1,2,3]oxathiazine 2,2-dioxide FC=1C=C(C2=C(CNS(O2)(=O)=O)C1)C1=CC=C(C=C1)OC1=CC=CC=C1